2-(6-amino-naphthyl)benzothiazole NC=1C=C2C=CC=C(C2=CC1)C=1SC2=C(N1)C=CC=C2